6-ethoxy-2-(2-methyl-2H-indazol-5-yl)-4-(4-(trifluoromethoxy)phenyl)pyrido[3,2-c]pyridazin-3(2H)-one C(C)OC=1C=CC2=NN(C(C(=C2N1)C1=CC=C(C=C1)OC(F)(F)F)=O)C1=CC2=CN(N=C2C=C1)C